ClC=1C(=NC(=NC1)NC1CCOCC1)C1=CC=C2CN(C(C2=C1)=O)C(C(=O)N[C@H](CO)C1=CC(=CC(=C1)OC)F)C 2-(6-{5-chloro-2-[(oxacyclohex-4-yl)amino]pyrimidin-4-yl}-1-oxo-2,3-dihydro-1H-isoindol-2-yl)-N-[(1S)-1-(3-fluoro-5-methoxyphenyl)-2-hydroxyethyl]propionamide